NC1=C(C=C(C=N1)C1=CC=C(C=C1)NC(=O)N1C[C@H](CC1)N)OC(C)C1=C(C(=CC=C1Cl)F)Cl (S)-3-amino-pyrrolidine-1-carboxylic acid (4-{6-amino-5-[1-(2,6-dichloro-3-fluoro-phenyl)-ethoxy]-pyridin-3-yl}-phenyl)-amide